C12C(CC(CC1)C2)P(O)(O)=O 2-bicyclo[2.2.1]heptyl-phosphonic acid